S-p-chlorobenzyl-N,N-diethylthiocarbamate ClC1=CC=C(CS=C(N(CC)CC)[O-])C=C1